(tertiary butyl)-2,5-dimethylhexane C(C)(C)(C)CC(CCC(C)C)C